p-(1,1,2,2,3,4,4-heptafluoro-3-butenyl)benzylphosphonic acid diethyl ester C(C)OP(OCC)(=O)CC1=CC=C(C=C1)C(C(C(=C(F)F)F)(F)F)(F)F